O=C1CC2(C1)CN(C2)CCOC2=CC(=C(C=C2)C=2C=CC(=NC2)CC(=O)NCC2=CC=CC=C2)F (5-(4-(2-(2-oxo-6-azaspiro[3.3]heptan-6-yl)ethoxy)-2-fluorophenyl)pyridin-2-yl)-N-benzyl-acetamide